tri(trimethylsilyl)phosphate C[Si](C)(C)OP(=O)(O[Si](C)(C)C)O[Si](C)(C)C